C(C)(C)(C)C1CN=C2C=3N1C(=NC3CCN(C2)C(C=C)=O)C2=CC=C(C=C2)C2CCC2 tert-butyl-7-acryloyl-2-(4-cyclobutylphenyl)-3,4,6,7,8,9-hexahydro-1,2a,5,7-tetraazabenzo[cd]azulene